N-(3-methoxyphenyl)-5-phenyl-octahydrocyclopenta[c]pyrrole-2-carboxamide COC=1C=C(C=CC1)NC(=O)N1CC2C(C1)CC(C2)C2=CC=CC=C2